2-chloro-4-(3-ethynylpyridin-4-yl)-5-fluorobenzoic acid ClC1=C(C(=O)O)C=C(C(=C1)C1=C(C=NC=C1)C#C)F